2-[4-[3-[(4-cyano-2-fluoro-phenyl)methoxy]-4-fluoro-phenyl]-2-fluoro-phenyl]acetic acid C(#N)C1=CC(=C(C=C1)COC=1C=C(C=CC1F)C1=CC(=C(C=C1)CC(=O)O)F)F